CCC1=C(NC(=C1C)C(=O)O)CC2=C(C(=C(N2)CC3=C(C(=C(N3)C(=O)O)C)CC)CC)CC The molecule is a polyalkyl-substituted tripyrrane dicarboxylic acid, a precursor of a porphyrin system. It is a tripyrrane and a dicarboxylic acid.